2-((5-((1S,3R)-6-(1-ethyl-1H-pyrazol-4-yl)-2-(2-fluoro-2-methylpropyl)-3-methyl-1,2,3,4-tetrahydroisoquinolin-1-yl)pyridin-2-yl)oxy)ethanamine C(C)N1N=CC(=C1)C=1C=C2C[C@H](N([C@@H](C2=CC1)C=1C=CC(=NC1)OCCN)CC(C)(C)F)C